4-(4-((1S,7R)-2-oxa-6-azabicyclo[5.1.0]octan-6-yl)-8-fluoro-2-(((R)-2-methylpyrrolidin-2-yl)methoxy)pyrido[4,3-d]pyrimidin-7-yl)-5-ethynyl-6-fluoronaphthalen-2-ol [C@H]12OCCCN([C@@H]2C1)C=1C2=C(N=C(N1)OC[C@@]1(NCCC1)C)C(=C(N=C2)C2=CC(=CC1=CC=C(C(=C21)C#C)F)O)F